Tert-butyl (5-acrylamido-4-((2-(dimethylamino)ethyl)(methyl)amino)-2-methoxy-phenyl)-carbamate C(C=C)(=O)NC=1C(=CC(=C(C1)NC(OC(C)(C)C)=O)OC)N(C)CCN(C)C